C(CCCCCCCCCCC)[Sn](CCCCCCCC)(CCCCCCCC)CCCCCCCCCCCC dilaurylDi-n-octyl-tin